N,N'-bis(2,2,3,3,4,4,5,5,6,6,7,7,8,8,8-pentadecafluorooctyl)-1,4,5,8-naphthalenetetracarboxylic acid diimide FC(CN=C(O)C1=CC=C(C=2C(=CC=C(C12)C(=O)O)C(=O)O)C(O)=NCC(C(C(C(C(C(C(F)(F)F)(F)F)(F)F)(F)F)(F)F)(F)F)(F)F)(C(C(C(C(C(C(F)(F)F)(F)F)(F)F)(F)F)(F)F)(F)F)F